4-(dimethoxymethyl)-1-[3-fluoro-4-(4,4,5,5-tetramethyl-1,3,2-dioxaborolan-2-yl)phenyl]piperidine COC(C1CCN(CC1)C1=CC(=C(C=C1)B1OC(C(O1)(C)C)(C)C)F)OC